4-((R)-Azido(cyclopropyl)methyl)-6-chloro-1-(((2R,4R)-4-(ethylsulfonyl)pentan-2-yl)oxy)-2,7-naphthyridine N(=[N+]=[N-])[C@@H](C1=CN=C(C2=CN=C(C=C12)Cl)O[C@H](C)C[C@@H](C)S(=O)(=O)CC)C1CC1